CC1=NC=C(C(=N1)N1CCC(CC1)OC1=CC=C2CNC(C2=C1)=O)C 6-((1-(2,5-dimethylpyrimidin-4-yl)piperidin-4-yl)oxy)isoindolin-1-one